FC1(OC=2C=C(C=C(C2C2C1CCC(C2)C)O)C(C)C(C)C)F 6,6-Difluoro-9-methyl-3-(3-methylbutan-2-yl)-6a,7,8,9,10,10a-hexahydrobenzo[c]chromen-1-ol